F[C@@H]1CN(CC[C@@H]1NC1=C2C=C(N(C2=CC=C1)CC(F)(F)F)C1=CC=C(S1)CNC(C1=CC=CC=C1)=O)C |r| (+/-)-N-{[5-(4-{[(3R,4S)-3-fluoro-1-methylpiperidin-4-yl]amino}-1-(2,2,2-trifluoroethyl)-1H-indol-2-yl)thiophen-2-yl]methyl}benzamide